N(=C=S)CC=C 3-isothiocyanatoprop-1-ene